CC1([C@H]2[C@@]3(CCC(CC3C[C@@H]1C2)C)C)C (1S,3R,8aR)-2,2,6,8a-tetramethyldecahydro-1,3-methanonaphthalene